16-(2-carboxy-5-carboxylatophenyl)-3-oxa-9λ5,23-diazaheptacyclo[17.7.1.15,9.02,17.04,15.023,27.013,28]octacosa-1,4,9(28),13,15,17,19(27)-heptaen-9-ylium C(=O)(O)C1=C(C=C(C=C1)C(=O)[O-])C1=C2C=C3CCC[N+]=4CCCC(=C2OC2=C5CCCN6CCCC(C=C12)=C56)C43